O=C1NC(CCC1N1C(C2=CC=CC(=C2C1=O)C#CCCCCCCN1CCN(CC1)C1=CC=C(C(=O)N2CCC(CC2)CCCCNC(\C=C\C=2C=NC=CC2)=O)C=C1)=O)=O (E)-N-(4-(1-(4-(4-(8-(2-(2,6-dioxopiperidin-3-yl)-1,3-dioxoisoindolin-4-yl)oct-7-yn-1-yl)piperazin-1-yl)benzoyl)piperidin-4-yl)butyl)-3-(pyridin-3-yl)acrylamide